3-fluoro-3-methylbutan-1-amine hydrochloride Cl.FC(CCN)(C)C